5-bromo-1H-pyrrolo[3,2-b]pyridine BrC1=CC=C2C(=N1)C=CN2